tert-butyl 2-(1-(2-(2-methoxyphenyl)-2-((tetrahydro-2H-pyran-4-yl) oxy) ethyl)-5-methyl-6-(oxazol-2-yl)-2,4-dioxo-1,2-dihydrothieno[2,3-d]pyrimidin-3(4H)-yl)-2-methylpropionate COC1=C(C=CC=C1)C(CN1C(N(C(C2=C1SC(=C2C)C=2OC=CN2)=O)C(C(=O)OC(C)(C)C)(C)C)=O)OC2CCOCC2